cis-3-fluoro-9-[5-(5-fluoropyridin-2-yl)-1,2,4-oxadiazol-3-yl]-6,6a,7,8,9,10-hexahydrodipyrido[1,2-a:4',3'-e]azepin-12(5H)-one FC1=CC=2CC[C@H]3N(C(C2C=N1)=O)C[C@@H](CC3)C3=NOC(=N3)C3=NC=C(C=C3)F